1-(pyridin-2-ylmethyl)pyrrolidin N1=C(C=CC=C1)CN1CCCC1